CC=1N=NNC1C1=CC=C(C=O)C=C1 4-(4-methyl-1H-1,2,3-triazol-5-yl)benzaldehyde